2-(2-nitrophenyl)malonaldehyde [N+](=O)([O-])C1=C(C=CC=C1)C(C=O)C=O